(S)-2-(2-hydroxyethyl)pyrrolidine-1-carboxylic acid tert-butyl ester C(C)(C)(C)OC(=O)N1[C@@H](CCC1)CCO